tert-Butyl N-{6-[2-methyl-2-(5-methylpyrimidin-2-yl)propionyl]pyridin-3-yl}carbamate CC(C(=O)C1=CC=C(C=N1)NC(OC(C)(C)C)=O)(C)C1=NC=C(C=N1)C